Cl.CN1[C@@H]([C@H](CC1=O)C(NCCC(NCCOCCOCCC(=O)NC1CCC(CC1)C(=O)O)=O)=O)C=1C=NC=CC1 (1s,4s)-4-(1-((2s,3s)-1-methyl-5-oxo-2-(pyridin-3-yl)pyrrolidin-3-yl)-1,5-dioxo-9,12-dioxa-2,6-diazapentadecane-15-amido)cyclohexane-1-carboxylic acid, hydrochloride